CC(C)(SCCC(=O)O)SCCC(=O)O 3'-(propane-2,2-diyl-bis(sulfanediyl))dipropionic acid